diisopropylmonoethanolamine C(C)(C)N(CCO)C(C)C